CO[Si](CCCN)(CCCN)OC 3,3'-(dimethoxysilylene)bis-(1-propylamine)